O=C1C=C(N)C=CC1=O 3,4-dioxoaniline